3-hydroxy-8-azabicyclo[3.2.1]octan OC1CC2CCC(C1)N2